ClC1=C(C(=C(C=C1OC)OC)Cl)C1=NC(=C2C=C(N=CC2=C1)NC1=C(C=CC=C1C)NC(C=C)=O)OC N-(2-((7-(2,6-dichloro-3,5-dimethoxyphenyl)-5-methoxy-2,6-naphthyridin-3-yl)amino)-3-methylphenyl)acrylamide